5-(4-Amino-2-fluoropyrrolo[2,1-f][1,2,4]triazin-7-yl)-N-((3R,4S)-4-fluoro-1-((R)-3,3,3-trifluoro-2-hydroxy-2-methylpropanoyl)pyrrolidin-3-yl)-2-methoxynicotinamid NC1=NC(=NN2C1=CC=C2C=2C=NC(=C(C(=O)N[C@@H]1CN(C[C@@H]1F)C([C@@](C(F)(F)F)(C)O)=O)C2)OC)F